FC=1C(=C(C2=C(C(=CCCC2)C2=CC=C(C=C2)CC2CN(C2)CCCF)C1)F)C(=O)OC methyl 2,4-difluoro-9-(4-((1-(3-fluoropropyl)azetidin-3-yl)methyl)phenyl)-6,7-dihydro-5H-benzo[7]annulene-3-carboxylate